ClC1=C(C=NC=C1)CC(C)(C)C 4-chloro-3-neopentylpyridine